L-4-thiazolylalanine S1C=NC(=C1)N[C@@H](C)C(=O)O